6-(galloyloxy)hexane-2,4-dione C(C1=CC(O)=C(O)C(O)=C1)(=O)OCCC(CC(C)=O)=O